vinyl-Valine pyran-4-yl-2-(2-(2-(4-((tert-butoxycarbonyl)amino)piperidin-1-yl)thiazole-4-carboxamido)acrylamido)acrylate O1CC=C(C=C1)C=C(C(=O)O)NC(C(=C)NC(=O)C=1N=C(SC1)N1CCC(CC1)NC(=O)OC(C)(C)C)=O.C(=C)N[C@@H](C(C)C)C(=O)O